C1(CCCC1)NC(=O)C1=CC2=C(CN(C2)C2=NOC(C2)(C(F)(F)F)C2=CC(=CC(=C2)Cl)Cl)S1 N-cyclopentyl-5-(5-(3,5-dichlorophenyl)-5-(trifluoromethyl)-4,5-dihydroisoxazol-3-yl)-5,6-dihydro-4H-thieno[2,3-c]pyrrole-2-carboxamide